I.C1(CC1)C1=C(C(=NO1)C1=C(C=CC=C1Cl)Cl)CO[C@H]1[C@@H]2CN[C@H](C1)C2 (1S,4S,5R)-5-[[5-cyclopropyl-3-(2,6-dichlorophenyl)-1,2-oxazol-4-yl]methoxy]-2-azabicyclo[2.2.1]heptane hydroiodide